[C@H](C)(CC)[C@@H]1N=C(C2=C(N(C1=O)CC(=O)NS(=O)(=O)C1CCOCC1)C=CC(=C2)Cl)C2=CC=CC=C2 2-((S)-3-((S)-sec-butyl)-7-chloro-2-oxo-5-phenyl-2,3-dihydro-1H-benzo[e][1,4]diazepin-1-yl)-N-((tetrahydro-2H-pyran-4-yl)sulfonyl)acetamide